1-(2-(4-(furan-2-yl)-1H-1,2,3-triazol-1-yl)-3-methylbutyryl)-4-hydroxy-N-methylpyrrolidine-2-carboxamide O1C(=CC=C1)C=1N=NN(C1)C(C(=O)N1C(CC(C1)O)C(=O)NC)C(C)C